(S)-1-(3-(4-amino-3-((1-cyclopropyl-1H-benzo[d]imidazol-5-yl)ethynyl)-7-propionyl-1H-pyrazolo[4,3-c]pyridin-1-yl)pyrrolidin-1-yl)prop-2-en-1-one NC1=NC=C(C2=C1C(=NN2[C@@H]2CN(CC2)C(C=C)=O)C#CC2=CC1=C(N(C=N1)C1CC1)C=C2)C(CC)=O